Methyldiethoxysilyl-propyl methacrylate C(C(=C)C)(=O)OCCC[Si](OCC)(OCC)C